O1C(CCCC1)N1N=CC2=C1N=CC=C2[S-].[Na+] sodium 1-(tetrahydro-2H-pyran-2-yl)-1H-pyrazolo[3,4-B]pyridine-4-thiolate